ClC1=CC=C(C=C1)C=1N(C(C2=C(N1)C=NC(=C2)C=2C=NC=CC2)=O)C(CO)C (4-chlorophenyl)-3-(1-hydroxypropan-2-yl)-6-(pyridin-3-yl)pyrido[3,4-d]pyrimidin-4(3H)-one